Decane-8-carboxylic acid benzyl ester C(C1=CC=CC=C1)OC(=O)C(CCCCCCC)CC